FC1=C(C=CC=C1O)C1(CC1)C(=O)O (2-fluoro-3-hydroxyphenyl)cyclopropanecarboxylic acid